The molecule is a glycosylgalactose comprising two alpha-D-galactose units joined via a (1->3)-linkage. It has a role as an epitope. It is an alpha-D-galactosyl-(1->3)-D-galactose and a glycosylgalactose. C([C@@H]1[C@@H]([C@@H]([C@H]([C@H](O1)O)O)O[C@@H]2[C@@H]([C@H]([C@H]([C@H](O2)CO)O)O)O)O)O